CN1C(=NN=C1)C[C@@H](C)C=1C=C(C(=O)NC2=NC(=CC=C2)C(F)(F)F)C=CC1 (R)-3-(1-(4-methyl-4H-1,2,4-triazol-3-yl)propan-2-yl)-N-(6-(trifluoromethyl)pyridin-2-yl)benzamide